tert-butyl (5-bromobicyclo[4.2.0]oct-1(6),2,4-trien-2-yl)carbamate BrC1=CC=C(C=2CCC12)NC(OC(C)(C)C)=O